indeno[2,1-b]fluorene C1=C2C=C3C=C4C=C5C=CC=CC5=C4C=C3C2=CC=C1